CN1CC(C1)(C)[C@@](C=1C=C(C=NC1)C#CC(CC)(O)C1=NC=CC=C1)(C1=CC=C(C=C1)C(C)C)O 1-{5-[(R)-(1,3-dimethyl-azetidin-3-yl)-hydroxy-(4-isopropyl-phenyl)-methyl]-pyridin-3-yl}-3-pyridin-2-yl-pent-1-yn-3-ol